tert-butyl 1-((2-(2,6-dioxopiperidin-3-yl)-1,3-dioxoisoindolin-4-yl) amino)-2-oxo-6,9,12,15-tetraoxa-3-aza-heptadecane-17-carboxylate O=C1NC(CCC1N1C(C2=CC=CC(=C2C1=O)NCC(NCCOCCOCCOCCOCCC(=O)OC(C)(C)C)=O)=O)=O